CCCCCCCCCCCCCCCC(=O)OCC(COP(=O)([O-])[O-])OC(=O)CCCCCCCCCCCCCCC The molecule is a phosphatidate(2-) obtained by deprotonation of both phosphate OH groups of dihexadecanoylphosphatidic acid; major species at pH 7.3.